5-({6-[(1R,2S)-5'-methoxy-2'-oxo-1',2'-dihydrospiro[cyclopropane-1,3'-indol]-2-yl]-1H-indazol-3-yl}amino)-1-methyl-1H-pyrazole-3-carbonitrile COC=1C=C2[C@]3(C(NC2=CC1)=O)[C@@H](C3)C3=CC=C1C(=NNC1=C3)NC3=CC(=NN3C)C#N